(S)-N-(5-(2-amino-[1,2,4]triazolo[1,5-a]pyridin-6-yl)-2-methylpyridin-3-yl)-3-(6-methylpyridin-3-yl)isoxazolidine-2-carboxamide NC1=NN2C(C=CC(=C2)C=2C=C(C(=NC2)C)NC(=O)N2OCC[C@H]2C=2C=NC(=CC2)C)=N1